FC1(CC2(CC(C2)NCC2=C3C(=NC(=C2)C(=O)N)C(CO3)(C)C)C1)F 7-(((6,6-difluorospiro[3.3]heptan-2-yl)amino)methyl)-3,3-dimethyl-2,3-dihydrofuro[3,2-b]pyridine-5-carboxamide